COC1=NC=CC(=C1)C1=NNC2=CC(=C(C=C12)C1C[C@@H]2[C@@H](CN(C2)C2S(CCCC2)(=O)=O)C1)C ((3aR,5s,6aS)-5-(3-(2-methoxypyridin-4-yl)-6-methyl-1H-indazol-5-yl)hexahydrocyclopenta[c]pyrrol-2(1H)-yl)tetrahydro-2H-thiopyran 1,1-dioxide